tricyclo-[6.2.1.02,6]undecane C12C3CCCC3CC(CC1)C2